ClC1=C(C=C2C(=C(N(C2=C1F)C)C=1NC(=NN1)C(C)=O)N1C=NC=C1)OC 1-(5-(6-chloro-7-fluoro-3-(1H-imidazol-1-yl)-5-methoxy-1-methyl-1H-indol-2-yl)-4H-1,2,4-triazol-3-yl)ethan-1-one